(2-(4-(difluoromethyl)phenoxy)-5-nitrophenyl)-6-methyl-1,6-dihydro-7H-pyrrolo[2,3-c]pyridin-7-one FC(C1=CC=C(OC2=C(C=C(C=C2)[N+](=O)[O-])N2C=CC3=C2C(N(C=C3)C)=O)C=C1)F